(2-METHYL-1-OXOISOINDOLIN-7-YL)BORONIC ACID CN1C(C2=C(C=CC=C2C1)B(O)O)=O